methyl 7-(1-(2-(2-ethylbutylamino)-2-oxoethyl)-2-oxo-1,2-dihydro-pyridin-3-ylamino)-6-(1-methyl-1H-imidazole-5-carboxamido)-7-oxohept-2-enoate C(C)C(CNC(CN1C(C(=CC=C1)NC(C(CCC=CC(=O)OC)NC(=O)C1=CN=CN1C)=O)=O)=O)CC